OC(CN1C(SCC1)=NC(=O)C1=CN(C2=NC=CC=C21)COCC[Si](C)(C)C)C (3-(2-Hydroxypropyl)thiazolidin-2-ylidene)-1-((2-(trimethylsilyl)ethoxy)methyl)-1H-pyrrolo[2,3-b]pyridine-3-carboxamide